CC1(OB(OC1(C)C)C=1C=NN(C1)C1N(CC1)C(=O)[O-])C (4-(4,4,5,5-tetramethyl-1,3,2-dioxaborolan-2-yl)-1H-pyrazol-1-yl)azetidine-1-carboxylate